[1-[4-[methyl(tetra-hydropyran-4-yl)amino]-5-oxido-6,7-dihydro-thieno[3,2-d]pyrimidin-5-ium-2-yl]azetidin-3-yl] 4-methylsulfonyl-benzoate CS(=O)(=O)C1=CC=C(C(=O)OC2CN(C2)C=2N=C(C3=C(N2)CC[S+]3[O-])N(C3CCOCC3)C)C=C1